tert-butyl (2R,3R)-3-((7-chloro-8-fluoro-2-(methylsulfonyl)pyrido[4,3-d]pyrimidin-4-yl)(methyl)amino)-2-methylpyrrolidine-1-carboxylate ClC1=C(C=2N=C(N=C(C2C=N1)N([C@H]1[C@H](N(CC1)C(=O)OC(C)(C)C)C)C)S(=O)(=O)C)F